CN(C(CCC)CCCCCCCCC\C=C/C\C=C/CCCCC)C (14Z,17Z)-N,N-Dimethyltricosa-14,17-dien-4-amin